methyl pentynoate C(C#CCC)(=O)OC